4-(3-((E)-benzylidene)-2,5-diketopyrrolidinyl)-N-((1S,2S)-2-hydroxycyclopentyl-Hexyl)butanamide C(/C1=CC=CC=C1)=C/1\C(N(C(C1)=O)CCCC(=O)NCCCCCC[C@@H]1[C@H](CCC1)O)=O